C(C)OC(C(C)C=1CC(C=CC1)(C1=CC=C(C=C1)[N+](=O)[O-])C1=C2CCN(CC2=CC=C1)C(C1=CC=CC=C1)=O)=O (l)-3-(2-benzoyl-1,2,3,4-tetrahydroisoquinolin-5-yl)-3-(4-nitrophenyl)phenylpropionic acid ethyl ester